OC1=C(C(=O)NC2=C(C(C(=O)O)=CC=C2)C(=O)O)C=C(C(=C1)S(=O)(=O)O)O 3-(2,5-dihydroxy-4-sulfobenzamido)phthalic acid